COC1=NC=CC(=C1)C(=O)NC1CCC(CC1)NC1=CC(=NC2=CC=CC=C12)C(F)(F)F 2-methoxy-N-[(1s,4s)-4-{[2-(trifluoromethyl)quinolin-4-yl]amino}cyclohexyl]pyridine-4-carboxamide